OC(C)C=1C(=NC(=CC1)N1C=NC2=C1C=C(C=C2)OC=2N=NC(=CC2)C)N2N=C(C=C2C)C#N 1-[3-(1-hydroxyethyl)-6-[6-(6-methylpyridazin-3-yl)oxybenzimidazol-1-yl]-2-pyridinyl]-5-methyl-pyrazole-3-carbonitrile